C(C1=CC=CC=C1)N1C(CN(CC1)CC1=NC2=C(N1)C=C(C=C2C(=O)O)C2=C(C=C(C=C2)C)Cl)=O 2-[(4-benzyl-3-oxopiperazin-1-yl)methyl]-6-(2-chloro-4-methylphenyl)-1H-benzimidazole-4-carboxylic acid